FC=1C(=CC(=C(C(=O)NC2=CC(=CC=C2)C(F)(F)F)C1)O[C@@H](C)C1=CC=CC=C1)N1N=C2N(CCCC2)C1=O 5-fluoro-4-(3-oxo-5,6,7,8-tetrahydro[1,2,4]triazolo[4,3-a]pyridin-2(3H)-yl)-2-[(1S)-1-phenylethoxy]-N-[3-(trifluoromethyl)phenyl]benzamide